triflic acid 2-[(3R)-3-methylmorpholin-4-yl]-8-[1-(tetrahydro-2H-pyran-2-yl)-1H-pyrazol-5-yl]-1,7-naphthyridin-4-yl ester C[C@H]1N(CCOC1)C1=NC2=C(N=CC=C2C(=C1)OS(=O)(=O)C(F)(F)F)C1=CC=NN1C1OCCCC1